C(C)(C)(C)OC(=O)N(C1CCN(CC1)C1=C2C=NC=NC2=C(C=C1)C(=O)O)C1CC1 5-[4-[tert-butoxycarbonyl(cyclopropyl)amino]-1-piperidyl]-quinazoline-8-carboxylic acid